C(C1=CC=C(C(=O)O)C=C1)(=O)O.OC(C)(C)C(C)(C)O pinacol terephthalate